(methylthio)pyrimidine CSC1=NC=CC=N1